FC(N1N=CC(=C1C)S(=O)(=O)Cl)F 1-(difluoromethyl)-5-methyl-1H-pyrazole-4-sulfonyl chloride